gold (iii) acetate C(C)(=O)[O-].[Au+3].C(C)(=O)[O-].C(C)(=O)[O-]